(4-fluoro-2-(2-methoxy-7-methylquinoxalin-5-yl)-7,8-dihydro-[1,4]dioxino[2',3':3,4]benzo[1,2-d]thiazol-8-yl)methanol FC1=CC2=C(C3=C1N=C(S3)C3=C1N=CC(=NC1=CC(=C3)C)OC)OC(CO2)CO